(diphenylpyrimidinyl)(triphenylenyl)terbenzene C1(=CC=CC=C1)C1=CC(=NC(=N1)C=1C(=C(C=CC1)C=1C(=CC=CC1)C1=CC=CC=C1)C1=CC=CC=2C3=CC=CC=C3C3=CC=CC=C3C12)C1=CC=CC=C1